3-(5-((4-((4-((3,4-dichloro-2-fluorophenyl)amino)-7-methoxyquinazolin-6-yl)oxy)piperidine-1-yl)methyl)-6-fluoro-1-oxoisoindolin-2-yl)piperidine-2,6-dione ClC=1C(=C(C=CC1Cl)NC1=NC=NC2=CC(=C(C=C12)OC1CCN(CC1)CC=1C=C2CN(C(C2=CC1F)=O)C1C(NC(CC1)=O)=O)OC)F